2-(2-((6-methoxy-2-methyl-4-(((R)-1-(4-(2-((methylamino)methyl)phenyl)-thiophen-2-yl)ethyl)amino)quinazolin-7-yl)oxy)ethoxy)ethyl 2-((3r,5r,7r)-adamantan-1-yl)-acetate C12(CC3CC(CC(C1)C3)C2)CC(=O)OCCOCCOC2=C(C=C3C(=NC(=NC3=C2)C)N[C@H](C)C=2SC=C(C2)C2=C(C=CC=C2)CNC)OC